C[C@@]12[C@H](CC[C@@]3([C@@H]1[C@@H]([C@]45[C@H]3CC[C@H](C4)C(=C)C5)C(=O)[O-])OC2=O)O The molecule is a gibberellin carboxylic acid anion that is the conjugate base of gibberellin A4, obtained by deprotonation of the carboxy group. It is a conjugate base of a gibberellin A4.